5-(3-Chlorophenyl)-1-dodecyl-3,4-dimethyl-3-((benzylseleno)methyl)-1H-pyrrol-2(3H)-one ClC=1C=C(C=CC1)C1=C(C(C(N1CCCCCCCCCCCC)=O)(C[Se]CC1=CC=CC=C1)C)C